CC(CCC(C=1N=NNN1)NC1=NC=NC2=CC=CC=C12)(C)C [4,4-dimethyl-1-(2H-tetraazol-5-yl)pentyl]-4-quinazolinylamine